3-phenyliminopropyl propionate C(CC)(=O)OCCC=NC1=CC=CC=C1